2-[(8-hydroxy-3-methyl-1-oxo-3,4-dihydroisochromene-7-carbonyl)amino]-3-phenylpropionic acid OC=1C(=CC=C2CC(OC(C12)=O)C)C(=O)NC(C(=O)O)CC1=CC=CC=C1